BrC=1C=C(C=CC1)C=1N=C2N(C=CN=C2)C1NC=1C=C(C(=O)O)C=CC1 3-[[2-(3-bromophenyl)imidazo[1,2-a]pyrazin-3-yl]amino]benzoic acid